4-(3-hydroxypropionyl)-6,7-dimethyl-3,4-dihydroquinoxalin-2(1H)-one OCCC(=O)N1CC(NC2=CC(=C(C=C12)C)C)=O